C(C)N(CCSP(=O)(OCC(C)C)C)CC N,N-diethyl-2-[methyl(2-methylpropoxy)phosphoryl]sulfanylethanamine